ClC1=CC=CC=2C(N([C@H]3C=4N([C@@H](C21)C3)C3=C(N4)C=CC(=C3)OC(F)F)C([2H])([2H])[2H])=O (7R,14R)-1-chloro-11-(difluoromethoxy)-6-(methyl-d3)-6,7-dihydro-7,14-methanobenzo[f]benzo[4,5]imidazo[1,2-a][1,4]diazocin-5(14H)-one